3-(difluoromethyl)-N,N-dimethyl-pyrrolidine-3-carboxamide FC(C1(CNCC1)C(=O)N(C)C)F